C(C)NC(C1=CC(=NC(=C1)C=1N=NN(C1)C1=CC=C(C=C1)C(C(F)(F)F)=O)C=1N=NN(C1)C1=CC=C(C=C1)C(C(F)(F)F)=O)=O N-ethyl-2,6-bis(1-(4-(2,2,2-trifluoroacetyl)phenyl)-1H-1,2,3-triazol-4-yl)isonicotinamide